2-((1r,2r)-1-(2-cyanophenyl)-1-(1-ethyl-5-methyl-1H-pyrazol-4-yl)propan-2-yl)-5-hydroxy-N-(isoxazol-4-yl)-1-methyl-6-oxo-1,6-dihydropyrimidine-4-carboxamide C(#N)C1=C(C=CC=C1)[C@@H]([C@@H](C)C=1N(C(C(=C(N1)C(=O)NC=1C=NOC1)O)=O)C)C=1C=NN(C1C)CC